(3-hydroxy-4-methoxyphenyl)(4-(4-hydroxypiperidin-1-yl)phenyl)methanone OC=1C=C(C=CC1OC)C(=O)C1=CC=C(C=C1)N1CCC(CC1)O